ClC1=C2CCN([C@@H](C2=C(C=C1)OCC=1N=NN(C1C(F)F)C)CN1C([C@H](CC1)C)=O)C(=O)OC(C)(C)C tert-butyl (S)-5-chloro-8-((5-(difluoromethyl)-1-methyl-1H-1,2,3-triazol-4-yl)methoxy)-1-(((S)-3-methyl-2-oxopyrrolidin-1-yl)methyl)-3,4-dihydroisoquinoline-2(1H)-carboxylate